FC1=C(CC2(CCC2)CNC(=O)C2=NOC(N2)=O)C=CC(=C1)F N-((1-(2,4-difluorobenzyl)cyclobutyl)methyl)-5-oxo-4,5-dihydro-1,2,4-oxadiazole-3-carboxamide